4-(5-(3,5-dichlorophenyl)-5-(trifluoromethyl)-4,5-dihydroisoxazol-3-yl)benzoyl chloride ClC=1C=C(C=C(C1)Cl)C1(CC(=NO1)C1=CC=C(C(=O)Cl)C=C1)C(F)(F)F